N[C@H](C(=O)N1CCN(CC1)C1=NC2=CC=C(C=C2C=C1)NC(=S)NCCN(CC)CC)C (S)-1-(2-(4-(2-aminopropanoyl)piperazin-1-yl)quinolin-6-yl)-3-(2-(diethylamino)ethyl)thiourea